COC1=CC=C(C=N1)\C=C/C(=O)OCC ethyl (Z)-3-(6-methoxypyridin-3-yl)acrylate